O=C1NC(=NC2=CC(=CC=C12)C#N)CSC1CCOCC1 4-oxo-2-(((tetrahydro-2H-pyran-4-yl)thio)methyl)-3,4-dihydroquinazolin-7-carbonitrile